The molecule is an organic anion that is the conjugate base of versiconol acetate, obtained by selective deprotonation of the 2-hydroxy group. It is a conjugate base of a versiconol acetate. CC(=O)OCCC(CO)C1=C(C=C2C(=C1[O-])C(=O)C3=C(C2=O)C=C(C=C3O)O)O